O=C(C=CC=1C=C(C(C(=O)O)=CC1)C(=O)O)C1=CC=CC=C1 4-(3-Oxo-3-phenylprop-1-enyl)phthalic acid